(2S,4R)-1-[(2S)-2-[4-[4-(cyclobutoxy)phenyl]triazol-1-yl]-3,3-dimethyl-butanoyl]-4-hydroxy-N-methyl-pyrrolidine-2-carboxamide C1(CCC1)OC1=CC=C(C=C1)C=1N=NN(C1)[C@H](C(=O)N1[C@@H](C[C@H](C1)O)C(=O)NC)C(C)(C)C